N-vinyl-3,4,5-trimethyl-3-ethyl-2-pyrrolidone C(=C)N1C(C(C(C1C)C)(CC)C)=O